4-((R)-3-((cyclopropylmethyl)amino)piperidin-1-yl)-1-(1-(4-(6-(3-methoxyazetidin-1-yl)pyrazin-2-yl)-1H-1,2,3-triazol-1-yl)ethyl)pyridin C1(CC1)CN[C@H]1CN(CCC1)C1=CCN(C=C1)C(C)N1N=NC(=C1)C1=NC(=CN=C1)N1CC(C1)OC